METHYL 1-[4-CHLORO-2-(4-{[(2,4-DIMETHOXYPHENYL)METHYL]AMINO}CINNOLIN-7-YL)PHENYL]-1H-IMIDAZOLE-4-CARBOXYLATE ClC1=CC(=C(C=C1)N1C=NC(=C1)C(=O)OC)C1=CC=C2C(=CN=NC2=C1)NCC1=C(C=C(C=C1)OC)OC